1-Octyl-3-propylpyridinium acetate C(C)(=O)[O-].C(CCCCCCC)[N+]1=CC(=CC=C1)CCC